1-(3-(4-Cyanophenyl)-1,2,4-oxadiazol-5-yl)-N-((1-(((S)-piperidin-3-yl)methyl)pyrrolidin-3-yl)methyl)piperidine-4-carboxamide dihydrochloride Cl.Cl.C(#N)C1=CC=C(C=C1)C1=NOC(=N1)N1CCC(CC1)C(=O)NCC1CN(CC1)C[C@@H]1CNCCC1